NC1=CC=C(OCCN(C)C)C=C1 N-[2-(4-aminophenoxy)ethyl]-N,N-dimethylamine